{4-amino-2-[4-(benzyloxy)anilino]-1,3-thiazol-5-yl}(phenyl)methanone NC=1N=C(SC1C(=O)C1=CC=CC=C1)NC1=CC=C(C=C1)OCC1=CC=CC=C1